6-(2,6-Difluorophenyl)-4-(5-morpholinopyrimidin-2-yl)aminopyridine-3-carboxylate FC1=C(C(=CC=C1)F)C1=CC(=C(C=N1)C(=O)[O-])NC1=NC=C(C=N1)N1CCOCC1